2-[1-(2,4-dichlorophenyl)-5-hydroxy-2,6,6-trimethylhept-4-yl]-2,4-dihydro-3H-1,2,4-triazol-3-thione ClC1=C(C=CC(=C1)Cl)CC(CC(C(C(C)(C)C)O)N1N=CNC1=S)C